FC1(CC(C1)CS(=O)(=O)N[C@@H]1C[C@@H](C1)N(C=1C2=C(N=CN1)NC=C2)C)F 1-(3,3-difluorocyclobutyl)-N-{cis-3-[methyl(7H-pyrrolo[2,3-d]pyrimidin-4-yl)amino]cyclobutyl}methane-sulfonamide